C(C)(=O)C=1C=CC(=NC1)COC1=NN=C(S1)NC(=O)C=1C=NC(=CC1C1=CC(=NC=C1OC)Cl)C N-(5-((5-acetylpyridin-2-yl)methoxy)-1,3,4-thiadiazol-2-yl)-2'-chloro-5'-methoxy-6-methyl-(4,4'-bipyridine)-3-carboxamide